(2R,3S,4R,5R)-5-(4-benzamido-2-oxopyrimidin-1(2H)-yl)-2-((benzoyloxy)methyl)-3-methyltetrahydrofuran-3,4-diyl diacetate C(C)(=O)O[C@]1([C@H](O[C@H]([C@@H]1OC(C)=O)N1C(N=C(C=C1)NC(C1=CC=CC=C1)=O)=O)COC(C1=CC=CC=C1)=O)C